(2R,4R)-2-methylpiperidine C[C@H]1NCCCC1